[2-(benzylsulfanyl)-4-nitrophenyl]-3-methyl-1,2,4-oxadiazole C(C1=CC=CC=C1)SC1=C(C=CC(=C1)[N+](=O)[O-])C1=NC(=NO1)C